trifluoroethanoic acid FC(C(=O)O)(F)F